CC=CC=CC=CCCCCC dodeca-2,4,6-triene